FC1=C(C=C(C(=C1)N1CCN(CC1)C)[N+](=O)[O-])N1N=NC(=C1)C(=O)OC methyl 1-(2-fluoro-4-(4-methylpiperazin-1-yl)-5-nitrophenyl)-1H-1,2,3-triazole-4-carboxylate